N1-(3-aminopropyl)-N3-(5-fluoro-2-(4-methoxyphenyl)quinolin-4-yl)-N1-methylpropane-1,3-diamine NCCCN(CCCNC1=CC(=NC2=CC=CC(=C12)F)C1=CC=C(C=C1)OC)C